C(C)(C)(C)OC(=O)NCC(C)(C)C=1C=C(C(=O)O)C=CC1 3-[2-(tert-butoxycarbonylamino)-1,1-dimethyl-ethyl]benzoic acid